N=C(CCCSCCC(=O)OCCCCCCCCC)NCCCCCCCCCCCCCC nonyl 3-((4-imino-4-(tetradecylamino)butyl)thio)propanoate